N,N,N',N'-tetraMethylpropylenediamine CN(CC(C)N(C)C)C